2-amino-6-cyclopropanecarbonyl-4-[5-(hydroxymethyl)furan-2-yl]-5,6,7,8-tetrahydro-1,6-naphthyridine-3-carbonitrile NC1=NC=2CCN(CC2C(=C1C#N)C=1OC(=CC1)CO)C(=O)C1CC1